Cl.N[C@H](C(=O)OCC(C)(C)C)C (S)-neopentyl 2-aminopropanoate hydrochloride